C(C(=C)C)(=O)OCCCCCCCCCOC(C(=C)C)=O 1,9-nonanediol dimethacrylate